5-chloro-2-(5-fluoro-2-methyl-3-nitrophenyl)-1H-imidazo[4,5-b]pyridine ClC1=CC=C2C(=N1)N=C(N2)C2=C(C(=CC(=C2)F)[N+](=O)[O-])C